(R)-3-(2-((2,3-dihydroxypropyl)amino)-2-oxoacetyl)-N-(4-fluoro-3-methylphenyl)-5,6,7,8-tetrahydroindolizine-1-carboxamide O[C@H](CNC(C(=O)C1=CC(=C2CCCCN12)C(=O)NC1=CC(=C(C=C1)F)C)=O)CO